(2E)-2-cyano-3-(3,4-dihydroxy-5-nitrophenyl)-N-(prop-2-ynyl)prop-2-enamide C(#N)/C(/C(=O)NCC#C)=C\C1=CC(=C(C(=C1)[N+](=O)[O-])O)O